2-(3-formyl-N,5-dimethyl-1H-indazole-7-sulfonamido)-N-(1-methyl-2-oxo-1,2-dihydropyridin-4-yl)acetamide C(=O)C1=NNC2=C(C=C(C=C12)C)S(=O)(=O)N(C)CC(=O)NC1=CC(N(C=C1)C)=O